C(C)(C)C(COCC)(COCC)CCC(C)C 2-isopropyl-2-isopentyl-1,3-diethoxypropane